CC=1C=C(C=NC1)C=O 5-Methyl-3-pyridinecarboxaldehyde